(1r,3r)-3-(hydroxymethyl)-1'-(methyl-d3)-5'-((8-(trifluoromethyl)quinolin-2-yl)amino)spiro[cyclobutane-1,3'-pyrrolo[2,3-c]pyridin]-2'(1'H)-one OCC1CC2(C(N(C3=CN=C(C=C32)NC3=NC2=C(C=CC=C2C=C3)C(F)(F)F)C([2H])([2H])[2H])=O)C1